(R)-4-(4-(6,7-dimethyl-4-(3-(trifluoromethyl)bicyclo[1.1.1]pentan-1-yl)pteridin-2-yl)morpholin-2-yl)pyridin-2(1H)-one CC=1N=C2C(=NC(=NC2=NC1C)N1C[C@H](OCC1)C1=CC(NC=C1)=O)C12CC(C1)(C2)C(F)(F)F